FC=1C=C(OC2=CC=C3CCN(CC3=C2)C(=O)C2CNCCC2)C=CC1C(F)(F)F (7-(3-fluoro-4-(trifluoro-methyl)phenoxy)-3,4-dihydroisoquinolin-2(1H)-yl)(piperidin-3-yl)methanone